ClC1=C(C(=O)O)C=C(C=C1)CNC(=O)C1CC1 2-Chloro-5-[(cyclopropanecarbonylamino)methyl]benzoic acid